1-bromo-3-(2,2-difluorocyclopropyl)-5-fluorobenzene BrC1=CC(=CC(=C1)F)C1C(C1)(F)F